FC(C=1C=C(C=C(C1)C(F)(F)F)[C@H](C)N)(F)F (S)-1-[3,5-bis(trifluoromethyl)phenyl]ethylamine